(R)-1-(5-((4-isobutyl-2-isopropylpiperazin-1-yl)methyl)benzo[d]isoxazol-3-yl)dihydropyrimidine-2,4(1H,3H)-dione C(C(C)C)N1C[C@H](N(CC1)CC=1C=CC2=C(C(=NO2)N2C(NC(CC2)=O)=O)C1)C(C)C